C(C)(C)(C)C=1C=C(C=C(C1O)C(C)(C)C)CCC(=O)NNC(CCC(CCC1=CC(=C(C(=C1)C(C)(C)C)O)C(C)(C)C)=O)=O 2',3-bis[3-(3,5-di-tert-butyl-4-hydroxyphenyl)propionyl]-propionohydrazide